2-chloro-N-((3aR,5s,6aS)-2-(5-(3-cyano-6-(1-methyl-1H-pyrazol-3-yl)pyrazolo[1,5-a]pyridin-4-yl)pyridin-2-yl)-5-methyloctahydrocyclopenta[c]pyrrol-5-yl)-6-fluorobenzamide ClC1=C(C(=O)NC2(C[C@@H]3[C@@H](CN(C3)C3=NC=C(C=C3)C=3C=4N(C=C(C3)C3=NN(C=C3)C)N=CC4C#N)C2)C)C(=CC=C1)F